(3S)-6-fluoro-4-{[1-(methoxymethyl)cyclopropyl]carbonyl}-3-methyl-3,5-dihydro-2H-1,4-benzoxazepine-8-carbonitrile FC1=CC(=CC2=C1CN([C@H](CO2)C)C(=O)C2(CC2)COC)C#N